6-bromo-4-(3-chlorophenyl)-2-ethoxythiazolo[4,5-b]pyridin-5(4H)-one BrC1=CC2=C(N(C1=O)C1=CC(=CC=C1)Cl)N=C(S2)OCC